N-[3-[1H-imidazol-5-ylmethyl(methyl)amino]phenyl]-N-isopropyl-4-methyl-benzamide N1C=NC=C1CN(C=1C=C(C=CC1)N(C(C1=CC=C(C=C1)C)=O)C(C)C)C